BrC=1C=CC=C2CC/C(/C12)=N\OCC1=C(C=CC=C1C)\C(\C(=O)OC)=N/OC Methyl (2E)-2-[2-[[(E)-(7-bromoindan-1-ylidene)amino]oxymethyl]-3-methyl-phenyl]-2-methoxyimino-acetate